Cl.C1CC12NCCN(C2)C=O (4,7-diazaspiro[2.5]oct-7-yl)methanone hydrochloride